4-bromo-N-(4-bromo-3-methoxy-phenyl)-benzamide BrC1=CC=C(C(=O)NC2=CC(=C(C=C2)Br)OC)C=C1